nickel-palladium-gold lead [Pb].[Au].[Pd].[Ni]